NN1C(N(N=CC1=O)C1=CC(=C(C(=C1)Cl)OC=1C=C2C(C(NC2=CC1)=O)(C)C)Cl)=O amino-2-(3,5-dichloro-4-((3,3-dimethyl-2-oxoindolin-5-yl)oxy)phenyl)-1,2,4-triazine-3,5(2H,4H)-dione